thiazolo[4,5-c]Pyridin-2-amine S1C(=NC=2C=NC=CC21)N